ethyl (R)-4-aminopentanoate HCl Cl.N[C@@H](CCC(=O)OCC)C